CC1(C2C=CC(C1)(C2(C)C)C)C(=O)OC 5-methyl-5-methoxy-carbonyl-bornene